C(C)(=O)N(C(CCC1=CC=C(C=C1)Cl)=O)C1=C(C(=NN1COCC[Si](C)(C)C)C1=CC=NC=C1)C N-acetyl-3-(4-chlorophenyl)-N-(4-methyl-3-(pyridin-4-yl)-1-((2-(trimethylsilyl)ethoxy)methyl)-1H-pyrazol-5-yl)propanamide